Naphthalin-1,4,5,8-Tetracarboxylat C1(=CC=C(C=2C(=CC=C(C12)C(=O)[O-])C(=O)[O-])C(=O)[O-])C(=O)[O-]